(9H-fluoren-9-yl)methyl [(S)-1-[[(S)-1-[[4-(hydroxymethyl)phenyl]amino]-1-oxo-5-ureidopentan-2-yl] amino]-3-methyl-1-oxobutan-2-yl]carbamate OCC1=CC=C(C=C1)NC([C@H](CCCNC(=O)N)NC([C@H](C(C)C)NC(OCC1C2=CC=CC=C2C=2C=CC=CC12)=O)=O)=O